C(C(=C)C)(=O)O.C(C(=C)C)(=O)O.C(C(=C)C)(=O)O.C(CCO)O 1,3-propanediol trimethacrylate